tert-butyl (1-(5-(4-(2-(3-chloro-4-(2-chloroethoxy)-5-cyanophenyl)propan-2-yl)phenyl)pyrimidin-2-yl)azetidin-3-yl)carbamate ClC=1C=C(C=C(C1OCCCl)C#N)C(C)(C)C1=CC=C(C=C1)C=1C=NC(=NC1)N1CC(C1)NC(OC(C)(C)C)=O